C(C)(C)(C)OC(=O)N1CCN(CC1)CC1=CC(=C(C=C1)[N+](=O)[O-])NCC(CCCOC1=C(C=NN1C)C1=NC(=CC(=C1)C(=O)OC)C)C 4-(3-((5-((4-(4-(methoxycarbonyl)-6-methylpyridin-2-yl)-1-methyl-1H-pyrazol-5-yl)oxy)-2-methylpentyl)amino)-4-nitrobenzyl)piperazine-1-carboxylic acid tert-butyl ester